5-chloro-2-hydroxy-N-(5-trifluoromethyl-3-pyridinyl)-benzamide ClC=1C=CC(=C(C(=O)NC=2C=NC=C(C2)C(F)(F)F)C1)O